5-(dicyclopropylmethyl)-imidazolidine-2,4-dione C1(CC1)C(C1C(NC(N1)=O)=O)C1CC1